1-bromo-3-propyl-1,3-disilacyclobutane Br[SiH]1C[SiH](C1)CCC